C(=C)P(OC(C)C)(OC(C)C)=O DIISOPROPYL VINYLPHOSPHONATE